2-(3-(tert-butyl)-6-fluoro-1-methyl-1H-indazol-4-yl)-2-(3-((5-(5,6,7,8-tetrahydro-1,8-naphthyridin-2-yl)pentyl)oxy)azetidin-1-yl)acetic acid C(C)(C)(C)C1=NN(C2=CC(=CC(=C12)C(C(=O)O)N1CC(C1)OCCCCCC1=NC=2NCCCC2C=C1)F)C